CC1=C(C2=CC=CC=C2C=C1)C(=O)P(C1=CC2=CC=CC=C2C=C1)(C(=O)C1=C(C=CC2=CC=CC=C12)C)=O bis(2-methyl-1-naphthoyl)-2-naphthylphosphine oxide